S1NSCC1.[Li] lithium 1,3,2-dithiazolidine